2-(1-((2,3-dihydrobenzofuran-5-yl)sulfonyl)piperidin-4-yl)thieno[3,2-c]pyridine O1CCC2=C1C=CC(=C2)S(=O)(=O)N2CCC(CC2)C2=CC=1C=NC=CC1S2